C(CCCCCCCCCCCCCCC)(=O)OCC ethyl palmitat